(1H-pyrazol-3-yl)-3-(trifluoromethyl)benzamide N1N=C(C=C1)C1=C(C(=O)N)C=CC=C1C(F)(F)F